FC1(CCC(CC1)N[C@@H]1[C@H](CCCC1)CC=1C=C2CN(C(C2=CC1F)=O)C1C(NC(CC1)=O)=O)F 3-(5-(((1R,2S)-2-((4,4-difluorocyclohexyl)amino)cyclohexyl)methyl)-6-fluoro-1-oxoisoindolin-2-yl)piperidine-2,6-dione